ClC=1C(=C(C=C(C1)F)[C@H]1N=C(OC1)C)COC=1C=CC=C2C(=CC(=NC12)C)N1N=CC(=C1)F (R)-4-(3-chloro-5-fluoro-2-((4-(4-fluoro-1H-pyrazol-1-yl)-2-methylquinolin-8-yloxy)methyl)phenyl)-2-methyl-4,5-dihydrooxazole